1-(cyclopropylmethyl)-7-nitro-1H-indole-2-carboxylic acid ethyl ester C(C)OC(=O)C=1N(C2=C(C=CC=C2C1)[N+](=O)[O-])CC1CC1